S(=O)(=O)(O)O.CC1(C(N(C2=CC=CC=C12)C1CCN(CC1)C([C@H](CCC1=CC=CC=C1)NC(=O)[C@H]1CNCCC1)=O)=O)C (R)-N-((S)-1-(4-(3,3-dimethyl-2-oxoindolin-1-yl)piperidin-1-yl)-1-oxo-4-phenylbutan-2-yl)piperidine-3-carboxamide sulfate